O1C=CC=C2C1=NC1=CC=CC=C21 pyrano[2,3-b]-indole